C(C(=C)C)(=O)O.COCC(COC(C)COC(C)CO)O methoxytripropylene glycol monomethacrylate